6-methoxy-7-propoxyquinazolin COC=1C=C2C=NC=NC2=CC1OCCC